FC1=CC=C(C=C1)CC(=O)NC1=NC=CC(=C1)C1=C(C=2N=NC=CC2N1)C1=CC=CC=C1 2-(4-fluorophenyl)-N-[4-(7-phenyl-5H-pyrrolo[3,2-c]pyridazin-6-yl)pyridin-2-yl]acetamide